C(#N)C1=CN(C2=CC=C(C=C12)C=1C=C(C(=O)O)C=CN1)C(C)C.C(CC)OC=1C2=CC=CC=C2C(=C2C=CC=CC12)OCCC 9,10-dipropoxyanthracene 2-(3-cyano-1-isopropyl-1H-indol-5-yl)isonicotinate